5-aminobenzo[d]thiazole-2-carbonitrile NC=1C=CC2=C(N=C(S2)C#N)C1